C1(=CC=CC=C1)S(=O)(=O)N1C=CC=2C1=NC=C(C2)NC(OC(C)(C)C)=O tert-Butyl (1-(phenylsulfonyl)-1H-pyrrolo[2,3-b]pyridin-5-yl)carbamate